C1(CCCC1)NC1=CC=C(C=N1)OC1=NC(=NC(=C1)C1=C(C=CC=C1C)C)NS(=O)(=O)C=1C=NN(C1)C N-[4-[[6-(Cyclopentylamino)-3-pyridyl]oxy]-6-(2,6-dimethylphenyl)pyrimidin-2-yl]-1-methyl-pyrazole-4-sulfonamide